6-(aminomethyl)-N-(3-cyano-4-methyl-1H-indol-7-yl)pyridine-3-sulfonamide NCC1=CC=C(C=N1)S(=O)(=O)NC=1C=CC(=C2C(=CNC12)C#N)C